OC1(CC(C1)C(=O)N1CC2(C1)CC(C2)CC2=CC(=CC=C2)OC(F)(F)F)C ((1s,3s)-3-hydroxy-3-methylcyclobutyl)(6-(3-(trifluoromethoxy)benzyl)-2-aza-Spiro[3.3]Hept-2-yl)methanone